ClC1=CC(=C(C=C1)C1=NC(=CC(=C1)C1=CC=C(C=C1)N(C1=CC=C(C=C1)C)C1=CC=C(C=C1)C)C1=C(C=C(C=C1)Cl)CC)CC 2,6-bis(4-chloro-2-ethylphenyl)-4-(4-bis(4-methylphenyl)aminophenyl)pyridine